C1(CC1)C1=C(C(=NO1)C1=C(C=CC=C1Cl)Cl)CO[C@H]1[C@@H]2C(N([C@H](C1)C2)C2=C(C=C(C(=O)O)C=C2)C)=O 4-[(1s,4r,5r)-5-{[5-cyclopropyl-3-(2,6-dichlorophenyl)-1,2-oxazol-4-yl]methoxy}-3-oxo-2-azabicyclo[2.2.1]heptan-2-yl]-3-methylbenzoic acid